C(C(C)C)N1CCC(CCC1)C(=O)NC=1N=CC2=CC=C(C=C2C1)C=1C=NN(C1)C 1-isobutyl-N-(6-(1-methyl-1H-pyrazol-4-yl)isoquinolin-3-yl)azepane-4-carboxamide